3-(4,5-dichloro-2-nitroanilino)propan-1-ol ClC1=CC(=C(NCCCO)C=C1Cl)[N+](=O)[O-]